CN([C@H](CNC(C[C@H](C=1C=NC=CC1)C1(CC1)C)=O)CC1=C(C=C(C=C1)O)C(F)(F)F)C (S)-N-((S)-2-(dimethylamino)-3-(4-hydroxy-2-(trifluoromethyl)phenyl)propyl)-3-(1-methylcyclopropyl)-3-(pyridin-3-yl)propanamide